CN(CCCOC1=NC=C(C=C1)C1=CC=C2N=CC=3N(C2=C1)C(=NC3C)N3CCN(CC3)C)C N,N-dimethyl-3-((5-(3-methyl-1-(4-methylpiperazin-1-yl)imidazo[1,5-a]quinoxalin-8-yl)pyridin-2-yl)oxy)propan-1-amine